C(C1=CC=CC=C1)N1C=NC(=C1C1=CC=C(C=C1)F)C1=CC=C(C=C1)F N3-benzyl-4,5-bis(4'-fluorophenyl)imidazole